ClC1=CC=C(C=C1)C=1C2=C(NC([C@@H](N1)CC(=O)OC(C)(C)C)=O)SC(=C2C)C tert-butyl (S)-2-(5-(4-chlorophenyl)-6,7-dimethyl-2-oxo-2,3-dihydro-1H-thieno[2,3-e][1,4]diazepin-3-yl)acetate